C(=CCCCCCC)C(C(=O)O)CC(=O)O 2-(octen-1-yl)-succinic acid